p-Aminophenyltri-methoxysilan NC1=CC=C(C=C1)[Si](OC)(OC)OC